4-(1-(3-acrylamidophenyl)-3-nitro-1H-pyrazol-4-yl)-2-(trifluoromethyl)benzamide C(C=C)(=O)NC=1C=C(C=CC1)N1N=C(C(=C1)C1=CC(=C(C(=O)N)C=C1)C(F)(F)F)[N+](=O)[O-]